N-((1R,2S)-2-(3,4-difluorophenyl)cyclopropyl)-6-methyl-2-propylthieno[2,3-d]pyrimidin-4-amine FC=1C=C(C=CC1F)[C@H]1[C@@H](C1)NC=1C2=C(N=C(N1)CCC)SC(=C2)C